lithium (isopropyl)(trimethylsilyl)amine salt C(C)(C)N[Si](C)(C)C.[Li]